tert-Butyl ((1R,3R)-3-((5-amino-2-chloropyridin-4-yl)amino)cyclopentyl)carbamate NC=1C(=CC(=NC1)Cl)N[C@H]1C[C@@H](CC1)NC(OC(C)(C)C)=O